tert-butyl N-[5-fluoro-6-[methoxy (methyl)carbamoyl]-pyridin-2-yl]carbamate FC=1C=CC(=NC1C(N(C)OC)=O)NC(OC(C)(C)C)=O